N-(5-(5-((1R,2S)-2-fluorocyclopropyl)-1,2,4-oxadiazol-3-yl)-2-methylphenyl)imidazo[1,2-a]pyridine-3-carboxamide fumarate C(\C=C\C(=O)O)(=O)O.F[C@@H]1[C@H](C1)C1=NC(=NO1)C=1C=CC(=C(C1)NC(=O)C1=CN=C2N1C=CC=C2)C